5-(1H-pyrazol-4-yl)-2-(pyridin-2-yl)aniline N1N=CC(=C1)C=1C=CC(=C(N)C1)C1=NC=CC=C1